(2S,4R)-1-(2-(3-acetyl-5-(2-methylpyrimidin-5-yl)-1H-indazol-1-yl)acetyl)-N-(4-chloro-1-(2,2,2-trifluoroethyl)-1H-pyrazol-3-yl)-4-fluoropyrrolidine-2-carboxamide C(C)(=O)C1=NN(C2=CC=C(C=C12)C=1C=NC(=NC1)C)CC(=O)N1[C@@H](C[C@H](C1)F)C(=O)NC1=NN(C=C1Cl)CC(F)(F)F